N1=C(C=CC=C1)C(=O)C(=O)C(=O)C1=NC=CC=C1 di(2-pyridOyl) ketone